4,6-dichloro-2-aminopyrimidine ClC1=NC(=NC(=C1)Cl)N